(S)-3-(2',4'-difluoro-5-methylbiphenyl-3-yl)-3-(3-(4-hydroxy-1-methyl-2-oxo-1,2-dihydropyridin-3-yl)ureido)propionic acid FC1=C(C=CC(=C1)F)C1=CC(=CC(=C1)C)[C@H](CC(=O)O)NC(=O)NC=1C(N(C=CC1O)C)=O